C1(CC1)C1=C(C=C(C=C1)NC1=NC=2N(C(=C1)NC1CC1)N=CC2C#N)CS(=O)(=O)C 5-((4-Cyclopropyl-3-((methylsulfonyl)methyl)phenyl)amino)-7-(cyclopropylamino)pyrazolo[1,5-a]pyrimidin-3-carbonitril